rel-(2S*,4R)-2-aminohexane-1,4-diol hydrochloride Cl.N[C@H](CO)C[C@@H](CC)O |o1:2,6|